tert-butyl (R)-4,5-diamino-5-oxopentanoate N[C@H](CCC(=O)OC(C)(C)C)C(=O)N